ClC1=C2C=NN(C2=CC=C1NC(=S)NC(=O)C1=CC(=C(OCC(=O)OC(C)(C)C)C=C1)OC)C1OCCCC1 tert-butyl 2-[4-[(4-chloro-1-tetrahydropyran-2-yl-indazol-5-yl)carbamothioylcarbamoyl]-2-methoxy-phenoxy]acetate